2-[Methyl-(4-trifluoromethyl-benzyl)-amino]-5-oxo-5H-thieno[3,2-b]pyran-6-carboxylic acid CN(C1=CC=2OC(C(=CC2S1)C(=O)O)=O)CC1=CC=C(C=C1)C(F)(F)F